9-hexyl-3,6-bis(4,4,5,5-tetramethyl-1,3,2-dioxaborolan-2-yl)-9H-carbazole C(CCCCC)N1C2=CC=C(C=C2C=2C=C(C=CC12)B1OC(C(O1)(C)C)(C)C)B1OC(C(O1)(C)C)(C)C